S(=O)(=O)(O)C=1C=C(C=C(C(=O)OC)C1)C(=O)OC.[NH4+] ammonium dimethyl 5-sulfoisophthalate